[Na].CC=1C(=NC=CC1)S(=O)(=O)N 3-methyl-2-pyridylsulfonamide sodium salt